((1H-indazol-5-yl)ethynyl)-N-((2-fluoro-4-methylpyridin-3-yl)methyl)-[2,4'-bipyrimidin]-2'-amine N1N=CC2=CC(=CC=C12)C#CC1=NC(=NC=C1)C1=NC(=NC=C1)NCC=1C(=NC=CC1C)F